C(C1=CN=CC=C1)(=O)N[C@@H](CCO[C@@H]1C[C@H](C1)CCC1=NC=2NCCCC2C=C1)C(=O)O N-nicotinoyl-O-(trans-3-(2-(5,6,7,8-tetrahydro-1,8-naphthyridin-2-yl)ethyl)cyclobutyl)homoserine